8-(1-acetylpyrrolidin-3-yl)oxy-4-[(2R)-3-(3,4-dihydro-1H-isoquinolin-2-yl)-2-hydroxypropyl]-2,3-dihydro-1,4-benzoxazepin-5-one C(C)(=O)N1CC(CC1)OC1=CC2=C(C(N(CCO2)C[C@@H](CN2CC3=CC=CC=C3CC2)O)=O)C=C1